[Cr].[Ti].[Ni] nickel-titanium chromium